CN1N=C(C(=C1)B1OC(C(O1)(C)C)(C)C)C(F)(F)F 1-methyl-4-(4,4,5,5-tetramethyl-1,3,2-dioxaborolan-2-yl)-3-(trifluoromethyl)pyrazole